COC(=C(C1=CC=C(C=C1)C(C)C)OC)C1=CC=CC=C1 Dimethoxy-4-isopropyl-trans-stilbene